(E)-(4-(8-(3-Methoxystyryl)-2,6-dioxo-1-(prop-2-yn-1-yl)-1,2,6,7-tetrahydro-3H-purin-3-yl)butyl)phosphonic acid COC=1C=C(/C=C/C2=NC=3N(C(N(C(C3N2)=O)CC#C)=O)CCCCP(O)(O)=O)C=CC1